N1(N=CC=C1)CC1=CC2=C(C(=NO2)NS(=O)(=O)C2=C(C=CC3=C2OCC32COC2)OC)C(=C1)OC N-(6-((1H-pyrazol-1-yl)methyl)-4-methoxybenzo[d]isoxazol-3-yl)-6-methoxy-2H-spiro[benzofuran-3,3'-oxetane]-7-sulfonamide